bis(trifluoromethyl)benzamide FC(F)(F)C=1C(=C(C(=O)N)C=CC1)C(F)(F)F